ClC1=CC(=C(C=C1)C1=NC(=CC=2N=C(N(C(C21)=O)C)C)[C@@H]2C[C@@H](OCC2)C2=CC(=NC=C2)C)F 5-(4-chloro-2-fluorophenyl)-2,3-dimethyl-7-((2r,4s)-2-(2-methyl-4-pyridyl)tetrahydro-2H-pyran-4-yl)pyrido[4,3-d]pyrimidin-4(3H)-one